(6S,9aS)-N-benzyl-2-((3-(5-fluoropyridin-2-yl)isoxazol-5-yl)methyl)-6-(4-hydroxybenzyl)-4,7-dioxo-8-(quinolin-5-ylmethyl)octahydro-1H-pyrazino[2,1-c][1,2,4]triazine-1-carboxamide C(C1=CC=CC=C1)NC(=O)N1N(CC(N2[C@@H]1CN(C([C@@H]2CC2=CC=C(C=C2)O)=O)CC2=C1C=CC=NC1=CC=C2)=O)CC2=CC(=NO2)C2=NC=C(C=C2)F